NC1=C2N(C(N(C2=NC(N1)=NS(=O)(=O)CCC)CC1=CC=CC=C1)=O)C(=O)N1CC(CC1)(F)F 6-amino-9-benzyl-7-(3,3-difluoropyrrolidine-1-carbonyl)-2-(propylsulfonylimino)purin-8-one